CN(CCS)C(CCCCCCC)CCCCCCC\C=C/CCC (Z)-2-(methyl-(eicosa-16-en-8-yl)amino)ethane-1-thiol